CN(C)C(F)=[N+](C)C [dimethylamino(fluoro)methylene]-dimethyl-ammonium